4-(3-(2-Methylpyridin-4-yl)imidazo[1,2-a]pyrimidin-2-yl)phenol CC1=NC=CC(=C1)C1=C(N=C2N1C=CC=N2)C2=CC=C(C=C2)O